N-(5-cyclopropyl-4-(1-methyl-1H-pyrazol-3-yl)pyridin-2-yl)-6-azabicyclo[3.1.1]heptane-6-carboxamide C1(CC1)C=1C(=CC(=NC1)NC(=O)N1C2CCCC1C2)C2=NN(C=C2)C